C(C)C1=NSC(=N1)C1=CC(=C(C=C1)C)[N+](=O)[O-] 3-ethyl-5-(4-methyl-3-nitrophenyl)-1,2,4-thiadiazole